CC1=C(C(=CC(=C1)C)C)P(C1=CC=CC=C1)(C1=C(C=C(C=C1C)C)C)=O bis(2,4,6-trimethyl-phenyl)phenyl-phosphine oxide